N-(2-(1-ethyl-2-methyl-1,2,5,6-tetrahydropyridin-3-yl)thieno[2,3-b]pyridin-4-yl)-6-fluorobenzo-[d]thiazol-5-amine C(C)N1C(C(=CCC1)C1=CC=2C(=NC=CC2NC=2C(=CC3=C(N=CS3)C2)F)S1)C